5-(2-(3-fluoro-3-methylazetidin-1-yl)ethyl)-4-methylpyrimidin-2-ol FC1(CN(C1)CCC=1C(=NC(=NC1)O)C)C